P(=O)(OC[C@H]1O[C@@]([C@@H]([C@@H]1O)O)(C#N)C1=CC=C2C(=NC=NN21)N)(OC[C@H](CCC2=CC=CC=C2)COCCCCCCCCCCCCCCCCCC)O ((2R,3S,4R,5R)-5-(4-aminopyrrolo[2,1-f][1,2,4]triazin-7-yl)-5-cyano-3,4-dihydroxytetrahydrofuran-2-yl)methyl ((R)-2-((octadecyloxy)methyl)-4-phenylbutyl) hydrogen phosphate